(Cis)-4-(4-bromo-2-oxo-2,3-dihydro-1H-1,3-benzodiazol-1-yl)-N-(4-chloro-3-methoxyphenyl)cyclohexane-1-carboxamide nickel [Ni].BrC1=CC=CC=2N(C(NC21)=O)[C@H]2CC[C@H](CC2)C(=O)NC2=CC(=C(C=C2)Cl)OC